C1(=CC=CC=C1)C(C=O)(CC)C1=CC=CC=C1 diphenyl-butanal